FC(C1=NC(=NC(=C1C)C#C[Si](C)(C)C)SC)F 4-(difluoromethyl)-5-methyl-2-(methylthio)-6-((trimethylsilyl)ethynyl)pyrimidine